5-(3-((4-((cyclopropylmethoxy)methyl)phenyl)carbamoyl)phenyl)-2-methylnicotinic acid C1(CC1)COCC1=CC=C(C=C1)NC(=O)C=1C=C(C=CC1)C=1C=NC(=C(C(=O)O)C1)C